isopropyl 4'-amino-5'-carbamoyl-4''-sulfamoyl-[1,1':3',1''-terphenyl]-4-carboxylate NC1=C(C=C(C=C1C(N)=O)C1=CC=C(C=C1)C(=O)OC(C)C)C1=CC=C(C=C1)S(N)(=O)=O